1-[2-(trimethylsilyl)ethoxycarbonyloxy]pyrrolidine (3-(2-dimethylaminoethyl)-1H-indol-4-yl)dihydrogenphosphate CN(CCC1=CNC2=CC=CC(=C12)OP(=O)(O)O)C.C[Si](CCOC(=O)ON1CCCC1)(C)C